CC1=CN(C2=CC=CC=C12)S(=O)(=O)C1=CC=CC=C1 3-methyl-1-(benzenesulfonyl)-1H-indole